(S)-((5-(1-amino-2-(1H-indol-3-yl) ethyl)-1,3,4-oxadiazol-2-yl) methyl) carbamate C(N)(OCC=1OC(=NN1)[C@H](CC1=CNC2=CC=CC=C12)N)=O